C1(CC1)N(C=1C2=C(N=CN1)N(C=C2)C[C@@H]2[C@H](CN(CC2)C(C(=O)N)CO)O)CC2=CC=C(C=C2)C(F)(F)F ((3R,4R)-4-((4-(cyclopropyl(4-(trifluoromethyl)benzyl)amino)-7H-pyrrolo[2,3-d]pyrimidin-7-yl)methyl)-3-hydroxypiperidin-1-yl)-3-hydroxypropanamide